NCC=1C=C(C=CC1F)NC(C1=C(C=C(C(=C1)Cl)C(F)(F)F)C1=CCOC2=C1C=CC(=C2)F)=O N-(3-(aminomethyl)-4-fluorophenyl)-5-chloro-2-(7-fluoro-benzopyran-4-yl)-4-trifluoromethylbenzamide